CN1C=NC=C1C(=O)NC1=C(C=CC(=C1)C(NC1=C(C=CC(=C1)NC(NC1=CC(=CC=C1)C(F)(F)F)=O)C)=O)C 1-Methyl-N-(2-methyl-5-{[2-methyl-5-({[3-(trifluoromethyl)phenyl]-carbamoyl}amino)phenyl]carbamoyl}phenyl)-1H-imidazole-5-carboxamide